FC=1C=C2N=CC(=NC2=CC1)N1C[C@H](N(C[C@@H]1C)C(=O)OC1CC2(CN(C2)CC2=CC=CC=C2)C1)C 2-benzyl-2-azaspiro[3.3]heptan-6-yl (2R,5S)-4-(6-fluoroquinoxalin-2-yl)-2,5-dimethylpiperazine-1-carboxylate